1-(3-(chloromethyl)phenyl)-3-(3-bromophenyl)urea ClCC=1C=C(C=CC1)NC(=O)NC1=CC(=CC=C1)Br